1,4-diamino-2-Ethylcyclohexane NC1C(CC(CC1)N)CC